C(#N)C1=C(C=C(C=N1)NC(C(C(=O)OCC)(C)O)=O)SC Ethyl 3-[(6-cyano-5-methylthio-pyridin-3-yl)amino]-2-hydroxy-2-methyl-3-oxopropanoate